N2-(8-chloroquinolin-2-yl)-N5-(3-(4-methylpiperazin-1-yl)propyl)-4-(trifluoromethyl)pyridine-2,5-diamine ClC=1C=CC=C2C=CC(=NC12)NC1=NC=C(C(=C1)C(F)(F)F)NCCCN1CCN(CC1)C